CN1N=C2C=CC(=CC2=C1C(=O)NC1CN(CC1)C)OCC=1C(=NC=CC1)C(F)(F)F 2-methyl-N-(1-methylpyrrolidin-3-yl)-5-{[2-(trifluoromethyl)pyridin-3-yl]methoxy}-2H-indazole-3-carboxamide